CNC1COCC1 N-methyltetra-hydrofuran-3-amine